ClC=1C(=NC(=NC1)NC=1C=C(C=CC1)NC(=O)C1=CC=C(C=C1)NC(/C=C/CN(CCCCCCN(C(OCCCC)=O)C)C)=O)C1=CNC2=CC=CC=C12 butyl (E)-(6-((4-((4-((3-((5-chloro-4-(1H-indol-3-yl)pyrimidin-2-yl)amino)phenyl) carbamoyl)phenyl)amino)-4-oxobut-2-en-yl)(methyl)amino)hexyl)(methyl)carbamate